C(C)OC(C(C(C(CBr)=O)Br)=O)=O 3,5-dibromo-2,4-dioxo-valeric acid ethyl ester